COC1=CC=C(C=C1)CCCC(C)=O 5-(4-methoxyphenyl)pentan-2-one